FC(S(=O)(=O)OC1=C(CN(CC1)C(=O)OC(C)(C)C)C(=O)OC)(F)F 1-tert-butyl 3-methyl 4-(((trifluoromethyl) sulfonyl) oxy)-5,6-dihydropyridine-1,3(2H)-dicarboxylate